N-(3-fluoro-4-((1-isopropyl-2-oxo-2,3-dihydro-1H-imidazo[4,5-b]pyridine-7-yl)oxy)phenyl)-1-(tetrahydro-2H-pyran-3-yl)-5-(trifluoromethyl)-1H-pyrazole-4-carboxamide FC=1C=C(C=CC1OC1=C2C(=NC=C1)NC(N2C(C)C)=O)NC(=O)C=2C=NN(C2C(F)(F)F)C2COCCC2